OC(C(=O)C1=CC=C(C=C1)CC1=CC=C(C=C1)C(C(C)(C)O)=O)(C)C 2-hydroxy-1-[4-{4-(2-hydroxy-2-methyl-propionyl)benzyl}phenyl]-2-methylpropan-1-one